OC1=CC=C(C=C1)/C(=C(\CC)/C1=CC=CC=C1)/C1=CC=C(OCCN2CC3(CN(C3)CCOC3=C4CN(C(C4=CC=C3)=O)C3C(NC(CC3)=O)=O)C2)C=C1 (Z)-3-(4-(2-(6-(2-(4-(1-(4-hydroxyphenyl)-2-phenylbut-1-en-1-yl)phenoxy)ethyl)-2,6-diazaspiro[3.3]heptan-2-yl)ethoxy)-1-oxoisoindolin-2-yl)piperidine-2,6-dione